NC1=NC=CC=C1C1=NC=2C(=NC(=CC2C)C)N1C1=CC=C(CN2CCC(CC2)NC2=NC(=NC=C2)C#N)C=C1 4-((1-(4-(2-(2-aminopyridin-3-yl)-5,7-dimethyl-3H-imidazo[4,5-b]pyridin-3-yl)benzyl)piperidin-4-yl)amino)pyrimidine-2-carbonitrile